1,3-bis(3-fluorophenyl)-2-thioxodihydropyrimidine-4,6(1H,5H)-dione FC=1C=C(C=CC1)N1C(N(C(CC1=O)=O)C1=CC(=CC=C1)F)=S